BrCCOC1=CC=C(C=C1)C1S(CCC1)(=O)=O 2-[4-(2-bromoethoxy)phenyl]-1λ6-thiolane-1,1-dione